3-chloro-5-(1-methyl-1H-pyrazol-3-yl)pyridazine ClC=1N=NC=C(C1)C1=NN(C=C1)C